tert-butyl (3R,4R)-3-azido-4-(4-bromobenzyloxy)pyrrolidine-1-carboxylate N(=[N+]=[N-])[C@@H]1CN(C[C@H]1OCC1=CC=C(C=C1)Br)C(=O)OC(C)(C)C